O=C1NC(CC[C@@H]1C=1C=CC(=NC1)N1CC2C(C2C1)C=O)=O rac-3-(5-((R)-2,6-dioxopiperidin-3-yl)pyridin-2-yl)-3-azabicyclo[3.1.0]hexane-6-carbaldehyde